SCCN1C(=NC=C1)C(=O)N (2-mercaptoethyl)-1H-imidazole-2-carboxamide